N1=C(C=CC=C1)N1CCC(CC1)C(=O)NN 1-(pyridin-2-yl)piperidine-4-carbohydrazide